tert-butyl 4-fluoro-2-iodobenzoate tert-butyl-4-fluoro-2-(thiazol-2-yl)benzoate C(C)(C)(C)OC(C1=C(C=C(C=C1)F)C=1SC=CN1)=O.FC1=CC(=C(C(=O)OC(C)(C)C)C=C1)I